COC1=CC(=C(C=C1)NC1=NC=C(C(=N1)NC1=CC=CC=C1)C(=O)N)C 2-(4-methoxy-2-methylphenylamino)-4-(phenylamino)pyrimidine-5-carboxamide